2-[2-(2-propoxy-ethoxy)-ethoxy]-ethylamine C(CC)OCCOCCOCCN